C(C)(C)(C)OC(=O)N[C@@H](CCCCC(=O)OC)C(=O)NC=1C(N(C=CC1)CC(=O)NC1C2CC3CC(CC1C3)C2)=O (S)-methyl 6-(tert-butoxycarbonylamino)-7-(1-(2-(2-adamantylamino)-2-oxoethyl)-2-oxo-1,2-dihydropyridin-3-ylamino)-7-oxoheptanoate